N-(2-(2,2-Dimethylmorpholino)-6-methylpyrimidin-4-yl)-4-((2-hydroxyethyl)sulfonamido)-2-(6-azaspiro[2.5]octan-6-yl)benzamide CC1(OCCN(C1)C1=NC(=CC(=N1)NC(C1=C(C=C(C=C1)NS(=O)(=O)CCO)N1CCC2(CC2)CC1)=O)C)C